tert-butyl (1R,3s,5S)-3-((6-chloropyridazin-3-yl)(methyl)amino)-1,5-dimethyl-8-azabicyclo[3.2.1]octane-8-carboxylate ClC1=CC=C(N=N1)N(C1C[C@]2(CC[C@@](C1)(N2C(=O)OC(C)(C)C)C)C)C